1-(4-methylquinazolin-2-yl)-3-(pyridin-4-ylmethyl)guanidine CC1=NC(=NC2=CC=CC=C12)NC(=N)NCC1=CC=NC=C1